C(C)N1N=NC2=C1C=CC(=C2C)[C@H](C(C(=O)OC)(C)C)C2=NN(C(=C2)CO)C Methyl (R)-3-(1-ethyl-4-methyl-1H-benzo[d][1,2,3]triazol-5-yl)-3-(5-(hydroxymethyl)-1-methyl-1H-pyrazol-3-yl)-2,2-dimethylpropanoate